C1C(CC2=CC=CC=C12)C=O 2,3-dihydro-1H-indene-2-carboxaldehyde